2-amino-7-((E)-but-2-en-1-yl)-9-((2R,3R,4R,5R)-3,4-dihydroxy-5-(hydroxymethyl)tetrahydrofuran-2-yl)-7,9-dihydro-1H-purine-6,8-dione NC=1NC(C=2N(C(N(C2N1)[C@@H]1O[C@@H]([C@@H]([C@H]1O)O)CO)=O)C\C=C\C)=O